COC(=O)[C@H](CCC1=CC=CC=C1)N[C@@H](CCCCNC(C(F)(F)F)=O)C(=O)O N2-[1-(S)-methoxycarbonyl-3-phenylpropyl]-N6-trifluoroacetyl-L-lysine